C1NC(CC2=C1NC1=CC=CC=C21)C(=O)[O-] 2,3,4,9-tetrahydro-1H-pyrido[3,4-b]indole-3-carboxylate